methyl 6-bromo-3,3-dimethyl-3,4-dihydroisoquinoline-2(1H)-carboxylate BrC=1C=C2CC(N(CC2=CC1)C(=O)OC)(C)C